N-(2-cyclopropyl-4-fluorophenyl)-4,5-dimethyl-N-(7-nitrobenzo[c][1,2,5]oxadiazol-4-yl)thiazole-2-carboxamide C1(CC1)C1=C(C=CC(=C1)F)N(C(=O)C=1SC(=C(N1)C)C)C1=CC=C(C2=NON=C21)[N+](=O)[O-]